BrC1=CC=C(S1)CN1C(NN=C1)=O 4-((5-bromothiophen-2-yl)methyl)-2,4-dihydro-3H-1,2,4-triazol-3-one